4-(2,6-difluorobenzyl)-2-(4-((2-(3-hydroxy-3-methylazetidin-1-yl)pyridin-4-yl)sulfonyl)phenyl)-2,4-dihydro-3H-1,2,4-triazol-3-one FC1=C(CN2C(N(N=C2)C2=CC=C(C=C2)S(=O)(=O)C2=CC(=NC=C2)N2CC(C2)(C)O)=O)C(=CC=C1)F